CN(C1CCC(CC1)NC1=NC=2N(C(C(=NC2C=N1)C1=CC(=C(C=C1)NS(=O)(=O)C1CC2=CC=CC=C2CC1)F)=O)C(C)C)C N-[4-[2-[[4-(dimethyl-amino)cyclohexyl]-amino]-8-isopropyl-7-oxo-pteridin-6-yl]-2-fluoro-phenyl]tetralin-2-sulfonamide